(5R)-4-(2-chloro-5-fluoropyrimidin-4-yl)-2,2,5-trimethylmorpholine ClC1=NC=C(C(=N1)N1CC(OC[C@H]1C)(C)C)F